tert-butyl-4-(4-(4-fluorophenyl)-5-(2-(methylthio)pyrimidin-4-yl)-1H-1,2,3-triazol-1-yl)piperidine C(C)(C)(C)N1CCC(CC1)N1N=NC(=C1C1=NC(=NC=C1)SC)C1=CC=C(C=C1)F